5-(2,6-difluorophenyl)7-iodo-1,3-dihydro-1,4-benzodiazepin-2-one hydrazone FC1=C(C(=CC=C1)F)C1=NCC(NC2=C1C=C(C=C2)I)=NN